NC[C@@]1(OC2=C(C1)C(=C(C=C2)Cl)C2=C(OCCN)C=CC=C2F)C2=CC=CC=C2 |r| Racemic-2-(2-((2S*,4S*)-2-(aminomethyl)-5-chloro-2-phenyl-2,3-dihydrobenzofuran-4-yl)-3-fluorophenoxy)ethan-1-amine